CCN[C@@H](C)CC1=CC(=CC=C1)C(F)(F)F The molecule is the S-enantiomer of fenfluramine. It stimulates the release of serotonin and selectively inhibits its reuptake, but unlike fenfluramine it does not possess catecholamine agonist activity. It was formerly given by mouth as the hydrochloride in the treatment of obesity, but, like fenfluramine, was withdrawn wolrdwide following reports of valvular heart defects. It has a role as an appetite depressant, a serotonergic agonist and a serotonin uptake inhibitor. It is an enantiomer of a (R)-fenfluramine.